(S)-2-(5-fluoropyridin-2-yl)-6,6,7-trimethyl-3-(1H-pyrazolo[3,4-b]pyridin-4-yl)-6,7-dihydro-4H-pyrazolo[5,1-c][1,4]oxazine FC=1C=CC(=NC1)C1=NN2C(COC([C@@H]2C)(C)C)=C1C1=C2C(=NC=C1)NN=C2